ClC=1C=CC2=C(C(=NCC(N2)=O)C2=C(C=CC=C2)F)C1 7-chloro-5-(2-fluorophenyl)-1,3-dihydro-2H-1,4-benzodiazepine-2-One